4-((2'-((((1S,2R)-1-(3,5-bis(trifluoromethyl)phenyl)-1-hydroxypropan-2-yl)(isopropyl)amino)methyl)-6-methoxy-4-methyl-4'-(trifluoromethyl)-[1,1'-biphenyl]-3-yl)oxy)butanoic acid FC(C=1C=C(C=C(C1)C(F)(F)F)[C@@H]([C@@H](C)N(C(C)C)CC1=C(C=CC(=C1)C(F)(F)F)C1=CC(=C(C=C1OC)C)OCCCC(=O)O)O)(F)F